C(C)(C)OC1=CC=CC=2C=C(OC21)C(C)NCC2(CCCCC2)O (((1-(7-Isopropoxybenzofuran-2-yl)ethyl)amino)methyl)cyclohexanol